ClC=1C=C2C=C(NC2=CC1)CNC(N([C@H]1CN(CCC1)C(=O)C1=NN(C=C1)CC(F)(F)F)C)=O (R)-3-((5-chloro-1H-indol-2-yl)methyl)-1-methyl-1-(1-(1-(2,2,2-trifluoroethyl)-1H-pyrazole-3-carbonyl)piperidin-3-yl)urea